4-(3,4-difluorophenyl)-1-(4-(1,3-dimethyl-1H-pyrazol-4-yl)pyridin-2-yl)piperidin-4-ol FC=1C=C(C=CC1F)C1(CCN(CC1)C1=NC=CC(=C1)C=1C(=NN(C1)C)C)O